COC(=O)C1(CC(C1)C)C1=CC(=NC(=C1)C1CC1)Cl 1-(2-chloro-6-cyclopropylpyridin-4-yl)-3-methylcyclobutane-1-carboxylic acid methyl ester